((2R,3S,4S,5R,6S)-6-(((2S,3S,4R)-2-azido-3,4-bis(benzyloxy)octadecyl)oxy)-3,4,5-tris(benzyloxy)tetrahydro-2H-pyran-2-yl)methyl 3-phenylpropanoate C1(=CC=CC=C1)CCC(=O)OC[C@H]1O[C@@H]([C@@H]([C@H]([C@H]1OCC1=CC=CC=C1)OCC1=CC=CC=C1)OCC1=CC=CC=C1)OC[C@@H]([C@@H]([C@@H](CCCCCCCCCCCCCC)OCC1=CC=CC=C1)OCC1=CC=CC=C1)N=[N+]=[N-]